ClCCN(C1=CC=C(C=C1)C(C(=O)NCCC)C)CCCl 4-bis(2-chloroethyl)aminophenyl-N-propylpropionamide